(S)-1-(4-bromo-1-methyl-1H-imidazol-2-yl)ethan-1-ol BrC=1N=C(N(C1)C)[C@H](C)O